1,1-Dioxo-2H-benzo[f][1,5,3,4]oxthidiazepine O=S1(NN=COC2=C1C=CC=C2)=O